C(C)(C)(C)OC(C[C@H]1CC(CN(C1)C(=O)OCC1=CC=CC=C1)(F)F)=O benzyl (S)-5-(2-(tert-butoxy)-2-oxoethyl)-3,3-difluoropiperidine-1-carboxylate